CC1(NN(C(=C1)C(=O)N)CC=1C=CC=C2CCCNC12)C(=O)N 3-methyl-1-((1,2,3,4-tetrahydroquinolin-8-yl)methyl)-1H-pyrazole-3,5-dicarboxamide